Ethyl 4-(2-(5-methyl-2H-tetrazol-2-yl)acetamido)-2-(3-(((3R,6R,8aS,9R,10S,12R,12aR)-3,6,9-trimethyldecahydro-12H-3,12-epoxy[1,2]dioxepino[4,3-i]isochromen-10-yl)oxy)propoxy)benzoate CC=1N=NN(N1)CC(=O)NC1=CC(=C(C(=O)OCC)C=C1)OCCCO[C@H]1O[C@H]2[C@@]34C([C@@H](CC[C@H]3[C@H]1C)C)CC[C@@](OO4)(O2)C